8-fluorofuro[2,3-c]quinolin-4(5H)-one FC1=CC=2C3=C(C(NC2C=C1)=O)OC=C3